COC1=C2C(C(=O)OC2=O)=CC(=C1)OC 3,5-dimethoxyphthalic anhydride